(3S,4S)-4-(2-(5-cyclopropyl-4-fluoro-3,3-dimethyl-2-oxoindolin-1-yl)acetamido)-3-methylpentanoic acid tert-butyl ester C(C)(C)(C)OC(C[C@@H]([C@H](C)NC(CN1C(C(C2=C(C(=CC=C12)C1CC1)F)(C)C)=O)=O)C)=O